ClC=1SC=CC1C1C[C@H](N(CC1)CC1=C2C=CNC2=C(C=C1OC)C)C1=CC=C(C=C1)C(=O)OC (S)-4-((4-(2-chlorothiophen-3-yl)-2-(4-(methoxycarbonyl)phenyl)piperidin-1-yl)methyl)-5-methoxy-7-methyl-1H-indole